C(CCC)C1CC=C(CC1)CCC1OCCO1 2-(2-(4-butylcyclohex-1-en-1-yl)ethyl)-1,3-dioxolan